C(C=C)(=O)OC=CC propenyl acrylate